N-[2-[1-(4-bromo-3-fluoro-2-thienyl)ethylcyclopropylamino]ethyl]carbamic acid tert-butyl ester C(C)(C)(C)OC(NCCN(C1CC1)C(C)C=1SC=C(C1F)Br)=O